FC1(CC12CN(C2)C2=NC=CC(=C2NC(=O)C=2C=NC(=NC2)C(C)C)C2=C(C=CC=C2)F)F N-(2-(1,1-difluoro-5-azaspiro[2.3]hexan-5-yl)-4-(2-fluorophenyl)-pyridin-3-yl)-2-isoprop-ylpyrimidine-5-carboxamide